CN(CCN(CCC(=O)OCCC=1N=NN(C1)CCCCCCCCCCCC)CCC(=O)OCCC=1N=NN(C1)CCCCCCCCCCCC)C bis(2-(1-dodecyl-1H-1,2,3-triazol-4-yl)ethyl) 3,3'-((2-(dimethylamino)ethyl)azanediyl)dipropionate